FC=1C=C(C=C(C1)F)C(=O)C1=CC=C(C=C1)C1=NOC(C1)(C(F)(F)F)O (3,5-difluorophenyl){4-[5-hydroxy-5-(trifluoromethyl)-4,5-dihydro-1,2-oxazol-3-yl]phenyl}methanone